NC1=CC=C(OC2=C(C=C(C=C2)OC2=CC=C(C=C2)N)C2=CC=CC=C2)C=C1 1,4-bis-(4'-aminophenoxy)-2-(phenyl)benzene